C12=CC=C(N1)C=C1C=CC(=N1)C=C1C=CC(N1)=CC=1C=CC(N1)=C2.[Zn] Zinc Porphyrin